CC=1C=C(C=C(C1OC=1C=C2C(=CC(=NC2=CC1)C1=CC=CC=C1)C)C)N1N=C(C(NC1=O)=O)C#N 3,5-Dimethyl-4-((4-methyl-2-phenylquinolin-6-yl)oxy)phenyl-3,5-dioxo-2,3,4,5-tetrahydro-1,2,4-triazine-6-carbonitrile